Bis(2-ethylhexyl)[(4-methyl-2H-1,2,3-benzotriazol-2-yl)methyl]amin [8-ethynyl-3-(methoxymethoxy)-1-naphthyl]acetate C(#C)C=1C=CC=C2C=C(C=C(C12)CC(=O)O)OCOC.C(C)C(CN(CN1N=C2C(=N1)C=CC=C2C)CC(CCCC)CC)CCCC